ClC1=CC=C(OC2=CC=C(C=3CC(COC23)O)C#N)C=C1 8-(4-chlorophenoxy)-3-hydroxychroman-5-carbonitrile